(4-(4-(benzo[d]thiazol-5-ylamino)quinolin-6-yl)-3-fluorophenyl)((1R,5S)-3,6-diazabicyclo[3.1.1]heptan-3-yl)methanone S1C=NC2=C1C=CC(=C2)NC2=CC=NC1=CC=C(C=C21)C2=C(C=C(C=C2)C(=O)N2C[C@@H]1N[C@H](C2)C1)F